4-bromo-2-methoxy-6-(16-(naphthalen-1-yl)-2,6,11,15-tetraazahexadecyl)phenol BrC1=CC(=C(C(=C1)CNCCCNCCCCNCCCNCC1=CC=CC2=CC=CC=C12)O)OC